(1r,4r)-4-((2-(6'-Carbamoyl-6-chloro-2'-fluoro-3'-(2-methoxyethoxy)-[1,1'-biphenyl]-3-yl)-2-phenylethyl)amino)cyclohexane-1-carboxylic acid C(N)(=O)C1=CC=C(C(=C1C1=CC(=CC=C1Cl)C(CNC1CCC(CC1)C(=O)O)C1=CC=CC=C1)F)OCCOC